FC1=CC=C(C=C1)C1=C(N(C=N1)C(C)C)C=1NC=C(N1)C(=O)NC1=CC=C(C=C1)CCCCC(=O)O 5-(4-(5'-(4-fluorophenyl)-3'-isopropyl-1H,3'H-[2,4'-biimidazole]-4-carboxamido)phenyl)pentanoic acid